O1C=CC2=C1C=CC(=C2)CC(C=C)(O)C (benzofuran-5-yl)-2-methylbut-3-en-2-ol